(1-(tert-butyl)-3-(3-(1,3-dioxoisoindolin-2-yl)cyclopentyl)-1H-pyrazol-5-yl)carbamic acid benzyl ester C(C1=CC=CC=C1)OC(NC1=CC(=NN1C(C)(C)C)C1CC(CC1)N1C(C2=CC=CC=C2C1=O)=O)=O